CC=1C=C(C=C(C1OCCC)C)C1=CC=C2C(C(COC2=C1)(C)C)NC(O[C@@H]1CN2CCC1CC2)=O (S)-quinuclidin-3-yl (7-(3,5-dimethyl-4-propoxyphenyl)-3,3-dimethylchroman-4-yl)carbamate